S(=O)(=O)(C1=CC=C(C)C=C1)OCCCCOS(=O)(=O)C1=CC=C(C)C=C1 1,4-bis(tosyloxy)butane